rac-methyl (3R,4S)-4-(4-chlorophenyl)pyrrolidine-3-carboxylate hydrochloride Cl.ClC1=CC=C(C=C1)[C@@H]1[C@H](CNC1)C(=O)OC |r|